ClC=1C(=CC2=CN(N=C2C1)C)NC1=CC(N(C(N1)=O)C([2H])([2H])C1=NN(C=N1)C)=O 6-((6-chloro-2-methyl-2H-indazol-5-yl)amino)-3-((1-methyl-1H-1,2,4-triazol-3-yl)methyl-d2)pyrimidine-2,4(1H,3H)-dione